N1N=CC(=C1)C1=CC=C(C=C1)N1C(N(C2(C1)CCN(CC2)C(C)=O)CC2CCCCC2)=O 3-(4-(1H-pyrazol-4-yl)phenyl)-8-acetyl-1-(cyclohexylmethyl)-1,3,8-triazaspiro[4.5]decan-2-one